C1(CCCC1)C1=NOC(=C1)C(C)O 1-(3-cyclopentyl-1,2-oxazol-5-yl)ethanol